1-(tert-butyl) 2-methyl 4-cyano-4-methyl-5-phenylpyrrolidine-1,2-dicarboxylate C(#N)C1(CC(N(C1C1=CC=CC=C1)C(=O)OC(C)(C)C)C(=O)OC)C